CN1C(=NC=C1)C(=O)ON=CC1=CC(=CC=C1)[N+](=O)[O-] 3-Nitrobenzaldehyde-O-(1-methyl-1H-imidazole-2-carbonyl) oxime